CC(C=O)CC1=CC=C(C=C1)OC 2-methyl-3-(4-methoxyphenyl)propionaldehyde